N-{1-[5-(3-fluoro-5-methoxyphenyl)thiophen-2-yl]ethyl}-6,7-dimethoxy-2-methylquinazolin-4-amine FC=1C=C(C=C(C1)OC)C1=CC=C(S1)C(C)NC1=NC(=NC2=CC(=C(C=C12)OC)OC)C